6'-(2-(1-(Cyclopropylsulfonyl)-1H-pyrazol-4-yl)pyrimidin-4-yl)-N4'-((1s,4s)-4-((dimethylamino)methyl)cyclohexyl)-5-(3-methoxyazetidin-1-yl)-[2,3'-bipyridine]-4',6'-diamine C1(CC1)S(=O)(=O)N1N=CC(=C1)C1=NC=CC(=N1)C1(C=C(C(=CN1)C1=NC=C(C=C1)N1CC(C1)OC)NC1CCC(CC1)CN(C)C)N